FC(C(O)C1=C(NC=C1)C(=O)O)(F)F 3-(2,2,2-trifluoro-1-hydroxyethyl)1H-pyrrole-2-carboxylic acid